NC1=NC=2N(C(=C1)C1=CC=C(C#N)C=C1)N=CN2 4-{5-amino-[1,2,4]triazolo[1,5-a]pyrimidin-7-yl}benzonitrile